(S)-N-((S)-cyano((S)-8,8-difluorospiro[2.5]octan-5-yl)methyl)-4-methylbenzenesulfinamide C(#N)[C@@H](N[S@@](=O)C1=CC=C(C=C1)C)[C@@H]1CC2(CC2)C(CC1)(F)F